Methyl 7-ethyl-2-(3-hydroxypropyl)-8-(naphthalen-1-ylmethyl)-6-oxo-9-(3-(trifluoromethyl)phenyl)-3,4-dihydro-2H,6H-pyrido[1,2-e][1,2,5]thiadiazine-4-carboxylate 1,1-dioxide C(C)C1=C(C(=C2N(C(CN(S2(=O)=O)CCCO)C(=O)OC)C1=O)C1=CC(=CC=C1)C(F)(F)F)CC1=CC=CC2=CC=CC=C12